FNC=O fluoroformamide